NCCOCCOCCNC(CCCCCN1C(C=CC1=O)=O)=O N-{2-[2-(2-aminoethoxy)ethoxy]ethyl}-6-(2,5-dioxo-2,5-dihydro-1H-pyrrole-1-yl)hexanamide